N-(1-benzoyl-1,3-dimethylbutyl)-8-fluoroquinoline-3-carboxamide C(C1=CC=CC=C1)(=O)C(CC(C)C)(C)NC(=O)C=1C=NC2=C(C=CC=C2C1)F